C(C(=C)C)(=O)OC1C(CCCC1)O 2-hydroxycyclohexyl methacrylate